CC=C(C(=O)OC(C)(C#CC1=CC(=CC=C1)N1C=CC2=C1N=C(N=C2)NC2=CC=C1CCN(CC1=C2)C)C=2SC=CN2)C 4-(3-(2-((2-methyl-1,2,3,4-tetrahydroisoquinolin-7-yl)amino)-7H-pyrrolo[2,3-d]pyrimidin-7-yl)phenyl)-2-(thiazol-2-yl)but-3-yn-2-ol methylmethacrylate